8-bromo-N-{[5-(4-chlorophenyl)-1H-imidazol-2-yl]methyl}-2-(morpholin-4-yl)pyrazolo[1,5-a][1,3,5]triazin-4-amine BrC=1C=NN2C1N=C(N=C2NCC=2NC(=CN2)C2=CC=C(C=C2)Cl)N2CCOCC2